C1(=C(C=CC2=CC=CC=C12)P(C1=CC=CC=C1)C1=CC=CC=C1)C1=C(C=CC2=CC=CC=C12)P(C1=CC=CC=C1)C1=CC=CC=C1 (R)-(+)-(1,1'-binaphthyl-2,2'-diyl)bis(diphenylphosphine)